2-(2-(3,6-dihydropyran-4-yl)-5-ethyl-7-oxo-6-piperazin-1-yl-[1,2,4]triazolo[1,5-a]pyrimidin-4(7H)yl)-N-(2-methyl-4-trifluoromethylphenyl)acetamide O1CCC(=CC1)C1=NN2C(N(C(=C(C2=O)N2CCNCC2)CC)CC(=O)NC2=C(C=C(C=C2)C(F)(F)F)C)=N1